3-(4-methylphenyl)propionaldehyde CC1=CC=C(C=C1)CCC=O